CC(C)(C)[Al](CC(C)C)C(C)(C)C bis(2-methyl-2-propanyl)-(2-methyl-1-propanyl)aluminum